C(C)(C)(C)O.[Na] sodium tertiary butyl alcohol